N1(N=CC=C1)CCCNC(=O)C1=CC2=C(N=CN2)C=C1 benzoimidazole-5-carboxylic acid (3-pyrazol-1-yl-propyl)-amide